(R)-2-(2-(((6'-hydroxy-2',4',6'-trimethyl-7'-oxo-6',7'-dihydrospiro[cyclopropane-1,5'-inden]-3'-yl)methyl)thio)acetoxy)ethyl-2-mercaptoacetate O[C@@]1(C2(C(=C3C(=C(C=C3C1=O)C)CSCC(=O)OCCOC(CS)=O)C)CC2)C